Pyridyl-boron N1=C(C=CC=C1)[B]